1-(benzofuran-2-yl(1-(tert-butyl)-1H-tetrazol-5-yl)methyl)-4-(2,3-dimethylphenyl)piperazine O1C(=CC2=C1C=CC=C2)C(N2CCN(CC2)C2=C(C(=CC=C2)C)C)C2=NN=NN2C(C)(C)C